C1(=CC=CC=C1)C1=NC(=NC(=N1)C1=CC=CC=C1)C1=CC2=CC=C(C=C2C=C1)B1OC(C(O1)(C)C)(C)C 2,4-diphenyl-6-(6-(4,4,5,5-tetramethyl-1,3,2-dioxaborolan-2-yl)naphthalen-2-yl)-1,3,5-triazine